C1(CC1)C=1N=NN(C1)[C@H](C(=O)N1[C@@H](C[C@H](C1)O)C(=O)NCC(C)(C)N1CCC(CC1)N(C)C)C(C)(C)C (2S,4R)-1-[(2S)-2-(4-cyclopropyltriazol-1-yl)-3,3-dimethyl-butanoyl]-N-[2-[4-(dimethylamino)-1-piperidyl]-2-methyl-propyl]-4-hydroxy-pyrrolidine-2-carboxamide